5-fluoro-2-[(4-{7-[(1S,3S,4S)-5-oxo-2-azabicyclo[2.2.2]octane-3-carbonyl]-2,7-diazaspiro[3.5]nonan-2-yl}pyrimidin-5-yl)oxy]-N,N-di(propan-2-yl)benzamide FC=1C=CC(=C(C(=O)N(C(C)C)C(C)C)C1)OC=1C(=NC=NC1)N1CC2(C1)CCN(CC2)C(=O)[C@H]2N[C@@H]1CC([C@H]2CC1)=O